C(C)N1C2=C([C@@H]([C@@H](C1=O)NC(C1=CC(=CC=C1)C(F)(F)F)=O)C1=CC=C(C=C1)F)C(=NN2C2=CC=CC=C2)C=O N-[(4S,5S)-7-ethyl-4-(4-fluorophenyl)-3-formyl-6-oxo-1-phenyl-4,5-dihydropyrazolo[3,4-b]pyridine-5-yl]-3-(trifluoromethyl)benzamide